NC=1C2=C(N=CN1)N(C(=C2C2=CC=C(C=C2)OC2=CC=CC=C2)C#CC2CCN(CC2)C(C)=O)C(C)C 1-(4-((4-amino-7-isopropyl-5-(4-phenoxyphenyl)-7H-pyrrolo[2,3-d]pyrimidin-6-yl)ethynyl)piperidin-1-yl)ethanone